FC(OC1=NC=CC2=C(C=CC=C12)SCCC(=O)OC)F methyl 3-((1-(difluoromethoxy)isoquinolin-5-yl)thio)propanoate